C1N(CCC2=CC=CC=C12)C[C@H](CN1CC(OC2=C(C1=O)C=CC(=C2)OC2CCNCC2)C)O 4-[(2R)-3-(3,4-dihydro-1H-isoquinolin-2-yl)-2-hydroxypropyl]-2-methyl-8-(4-piperidyloxy)-2,3-dihydro-1,4-benzoxazepin-5-one